3-amino-N-(2-{9-amino-2,2-dimethyl-1,4-dioxa-7-azaspiro[4.4]nonan-7-yl}-5,6,7,8-tetrahydroquinolin-6-yl)-6-methylthieno[2,3-b]pyridine-2-carboxamide NC1=C(SC2=NC(=CC=C21)C)C(=O)NC2CC=1C=CC(=NC1CC2)N2CC1(OCC(O1)(C)C)C(C2)N